NC1=NN(C=C1C=1C=C(C(=O)OCC)C=CC1Cl)C ethyl 3-(3-amino-1-methyl-1H-pyrazol-4-yl)-4-chloro-benzoate